potassium disodium manganate [Mn](=O)(=O)([O-])[O-].[Na+].[Na+].[K+]